C(CCCCCCCCCCCCCCC)[Te] hexadecyl-tellurium